6-(1-(7-acetyl-7-azaspiro[3.5]nonan-2-yl)-5-methyl-1H-pyrazol-4-yl)-4-((3-fluoropyridin-2-yl)thio)pyrazolo[1,5-a]pyridine-3-carbonitrile C(C)(=O)N1CCC2(CC(C2)N2N=CC(=C2C)C=2C=C(C=3N(C2)N=CC3C#N)SC3=NC=CC=C3F)CC1